C(C)OC(CC(C=C)C1=CC(=C(C=C1)OC1=CC(=CC(=C1)C(F)(F)F)C(F)(F)F)OC)=O 3-{4-[3,5-bis(trifluoromethyl)phenoxy]-3-methoxyphenyl}pent-4-enoic acid ethyl ester